N[C@H](C(=O)N1[C@@H]([C@H]2[C@H]3C=C[C@@H]([C@H]2C1)C3(F)F)C(=O)O)C(C)(C)C (1r,2r,3S,6S,7S)-4-[(2S)-2-amino-3,3-dimethylbutyryl]-10,10-difluoro-4-azatricyclo[5.2.1.0{2,6}]dec-8-ene-3-carboxylic acid